4-methoxy-6-[3-(methoxymethoxy)-4-(4,4,5-trimethyl-1,3,2-dioxaborolan-2-yl)phenyl]pyrimidine COC1=NC=NC(=C1)C1=CC(=C(C=C1)B1OC(C(O1)(C)C)C)OCOC